ClC1=CC(=C2C(=N1)C=CN2C)C(=O)OC methyl 5-chloro-1-methyl-1H-pyrrolo[3,2-b]pyridine-7-carboxylate